BrCC(=O)C1=CC(=CC=C1)[N+](=O)[O-] 2-bromo-3'-nitroacetophenone